FC1=C(C=CC(=C1)F)C(C(F)(F)C1=CC=C(C=N1)OC1=CC=C(C#N)C=C1)(CN1N=CN=C1)O 4-[[6-[2-(2,4-difluorophenyl)-1,1-difluoro-2-Hydroxy-3-(1,2,4-triazol-1-yl)propyl]-3-pyridyl]oxy]benzonitrile